C[C@H]1CN(CCN1CCC1CCNCC1)C(=O)OCC1=CC=CC=C1 benzyl (3S)-3-methyl-4-[2-(4-piperidyl)ethyl]piperazine-1-carboxylate